C(#N)C1=CC=C(C=C1)C1=CCC(C=C1)(C1=CC=CC=C1)CCCCCCCCCC 4-cyano-4'-decyl-p-terphenyl